[2-(2,4-difluorophenyl)tetrazol-5-yl]methanone FC1=C(C=CC(=C1)F)N1N=C(N=N1)C=O